NC1=C2C(=C3C(=N1)C=C(N3)C(=O)N([C@@H]3COCC[C@H]3OC)CC3=NC=C(C=C3)C3CC3)COC2 5-amino-N-((5-cyclopropylpyridin-2-yl)methyl)-N-((3R,4R)-4-methoxytetrahydro-2H-pyran-3-yl)-6,8-dihydro-1H-furo[3,4-d]pyrrolo[3,2-b]pyridine-2-carboxamide